3-[[6-(difluoromethoxy)-4-[2-[(6-methylpyrazin-2-yl)amino]pyrazolo[1,5-a]pyridin-5-yl]-3-pyridyl]oxy]-2,2-dimethyl-propanenitrile FC(OC1=CC(=C(C=N1)OCC(C#N)(C)C)C1=CC=2N(C=C1)N=C(C2)NC2=NC(=CN=C2)C)F